COC(CC1=CN(C2=CC=CC=C12)CCC#N)=O 1-(2-cyanoethyl)-1H-indole-3-acetic acid methyl ester